7-(1-(adamantan-1-ylmethyl)-1H-pyrazol-4-yl)-3-(5-methyl-6-(pyridin-2-ylamino)pyridazin-3-yl)imidazo[1,2-a]pyridine-8-carboxylic acid methyl ester COC(=O)C=1C=2N(C=CC1C=1C=NN(C1)CC13CC4CC(CC(C1)C4)C3)C(=CN2)C=2N=NC(=C(C2)C)NC2=NC=CC=C2